C(=O)=C1CN(C1)C(=O)OC(C)(C)C tert-butyl 3-carbonylazetidine-1-formate